NC1=C(C=CC=2N(C(OC21)=O)C2C(NC(CC2)=O)=O)C2CCN(CC2)C(=O)OCC2=CC=CC=C2 benzyl 4-(7-amino-3-(2,6-dioxopiperidin-3-yl)-2-oxo-2,3-dihydrobenzo[d]oxazol-6-yl)piperidine-1-carboxylate